(R)-7-((6-(((2,2-difluoroethyl)amino)methyl)-5-(tetrahydrofuran-3-yl)pyridin-2-yl)amino)-4-(7-fluoroimidazo[1,2-a]pyridin-3-yl)isoindolin-1-one FC(CNCC1=C(C=CC(=N1)NC=1C=CC(=C2CNC(C12)=O)C1=CN=C2N1C=CC(=C2)F)[C@@H]2COCC2)F